β-L-ribose O[C@@H]1[C@@H](O)[C@@H](O)[C@@H](O1)CO